tert-butyl (R)-((3-(4-(4,4-difluoroazepan-1-yl)-6-methyl-2-(trifluoromethyl)pyrimidine-5-carboxamido)phenyl)(methyl)(oxo)-λ6-sulfaneylidene)carbamate FC1(CCN(CCC1)C1=NC(=NC(=C1C(=O)NC=1C=C(C=CC1)[S@](=O)(C)=NC(OC(C)(C)C)=O)C)C(F)(F)F)F